O=C1NC(CCC1N1C(C2=CC=C(C=C2C1=O)N1CCC(CC1)CN1CCN(CC1)CC1CCN(CC1)C1=NC=C(C(=C1)C1=NNC2=CC=C(C=C12)OC1(CC1)C)F)=O)=O 2-(2,6-dioxo-3-piperidyl)-5-[4-[[4-[[1-[5-fluoro-4-[5-(1-methylcyclopropoxy)-1H-indazol-3-yl]-2-pyridyl]-4-piperidyl]methyl]piperazin-1-yl]methyl]-1-piperidyl]isoindoline-1,3-dione